O(C1=CC=CC=C1)C1=CC=C(NC2=NC(=NC=C2C2OCCC2)CO)C=C1 (4-(4-phenoxyanilino)-5-tetrahydrofuran-2-yl-pyrimidin-2-yl)methanol